acetic acid potassium chlorate Cl(=O)(=O)[O-].[K+].C(C)(=O)O